(tetrahydro-2H-pyran-2-yl)oxohexanamide O1C(CCCC1)C(C(C(=O)N)=O)CCC